N1=NN=NC=C1.[N] nitrogen (tetrazine)